C(C)(C)(C)C1=CC2=C(C=C1)C1=CC=C(C=C1C21C=2C=C(C=CC2C2=C1OC=C2)N)C(C)(C)C 2,7-di-tert-butylspiro[fluorene-9,8'-indeno[2,1-b]furan]-6'-amine